(S)-(4-(4-cyclopropylpyrazolo[1,5-a]pyridin-2-yl)-1,4,6,7-tetrahydro-5H-imidazo[4,5-c]pyridin-5-yl)(5-(3-fluoropyridin-2-yl)-1,3,4-oxadiazol-2-yl)methanone C1(CC1)C=1C=2N(C=CC1)N=C(C2)[C@H]2N(CCC1=C2N=CN1)C(=O)C=1OC(=NN1)C1=NC=CC=C1F